N-({4-[(5-fluoro-2-methoxyphenyl)sulfamoyl]phenyl}methyl)-1H-pyrrolo[3,2-c]pyridine-2-carboxamide FC=1C=CC(=C(C1)NS(=O)(=O)C1=CC=C(C=C1)CNC(=O)C1=CC=2C=NC=CC2N1)OC